tetrachlorosilane, hydrochloride Cl.Cl[Si](Cl)(Cl)Cl